BrC1=CC=CC=2C(COC21)(O)C 7-Bromo-3-methyl-2,3-dihydrobenzofuran-3-ol